C(C)(=O)OC(COC1=C(C=C(C=C1Cl)C(C)(C)C1=CC=C(C=C1)OCC(COC(C)=O)O)Cl)CCl 1-(4-(2-(4-(3-acetoxy-2-hydroxypropoxy)phenyl)propan-2-yl)-2,6-dichlorophenoxy)-3-chloropropan-2-yl acetate